[N+](=O)([O-])C=1C=C(C=CC1)C1=CNC2=NC=C(C=C21)C2=CC=CC=C2 3-(3-Nitro-phenyl)-5-phenyl-1H-pyrrolo[2,3-b]pyridine